CN1CCN(CCC1)C=1N=CC2=C(N1)N1C(=C(C2=O)NC(C=C)=O)SC2=C1C=CC=C2 N-(2-(4-methyl-1,4-diazepan-1-yl)-5-oxo-5H-benzo[4',5']thiazolo-[3',2':1,6]pyrido[2,3-d]pyrimidin-6-yl)acrylamide